1-dichloroacetylhexahydro-3,3,8a-trimethylpyrrolo[1,2-a]pyrimidin-6(2H)-one ClC(C(=O)N1C2(N(CC(C1)(C)C)C(CC2)=O)C)Cl